C(C)(C)(C)OC(=O)N[C@@H](CCOC1=CC=CC=C1)C(=O)O N-(tert-butoxycarbonyl)-O-phenyl-L-homoserine